ClC1=CC=C2CCC(CC2=C1)N1CC2=C(CC1)N=C(N2)C2=C(C=CC=C2OC)Cl 5-(7-chloro-1,2,3,4-tetrahydronaphthalen-2-yl)-2-(2-chloro-6-methoxyphenyl)-4,5,6,7-tetrahydro-3H-imidazo[4,5-c]pyridine